NC1=C(C=C(C=C1)N)C(F)(F)F 2,5-diaminobenzotrifluoride